FC(C(=O)O)(F)F.FC1=C(C=2N(C=C1NC(=O)N1CCC=3C1=NC=CC3N3CCNCC3)C=C(N2)C)C N-(7-fluoro-2,8-dimethylimidazo[1,2-a]pyridin-6-yl)-4-(piperazin-1-yl)-2,3-dihydro-1H-pyrrolo[2,3-b]pyridine-1-carboxamide 2,2,2-trifluoroacetate